diisopropyl 2,3-diisopropylbutanedioate C(C)(C)C(C(=O)OC(C)C)C(C(=O)OC(C)C)C(C)C